N-(1-cyanopyrrolidin-3-yl)-2-(3,4-dihydroisoquinolin-2(1H)-yl)isonicotinamide C(#N)N1CC(CC1)NC(C1=CC(=NC=C1)N1CC2=CC=CC=C2CC1)=O